6-bromo-7-ethoxy-4-(3-phenyl-1-(tetrahydro-2H-pyran-2-yl)-1H-pyrazol-4-yl)quinazoline BrC=1C=C2C(=NC=NC2=CC1OCC)C=1C(=NN(C1)C1OCCCC1)C1=CC=CC=C1